2-cyclopropyl-6-methoxy-N-(piperazin-1-ylmethyl)-7-(3-(pyrrolidin-1-yl)propoxy)quinazolin-4-amine C1(CC1)C1=NC2=CC(=C(C=C2C(=N1)NCN1CCNCC1)OC)OCCCN1CCCC1